N1=C2C(=CC=C1)[C@@H](CC2)NC=2N=CC=C1C2SC(=C1)C=O (R)-7-((6,7-dihydro-5H-cyclopenta[b]pyridin-5-yl)amino)thieno[2,3-c]pyridine-2-carbaldehyde